BrC=1C=C2C(=CNC2=CC1)C(CC)=O 1-(5-bromo-1H-indol-3-yl)propan-1-one